1-(3-chloro-5-(1-(quinolin-5-yl)-5-(trifluoromethyl)-1H-pyrazole-4-carboxamido)pyridin-2-yl)-1H-1,2,3-triazole-4-carboxylic acid methyl ester COC(=O)C=1N=NN(C1)C1=NC=C(C=C1Cl)NC(=O)C=1C=NN(C1C(F)(F)F)C1=C2C=CC=NC2=CC=C1